6,6'-(4'-(trimethylsilyl)-[1,1':2',1''-terphenyl]-4,4''-diyl)bis(2,4-diphenyl-1,3,5-triazine) C[Si](C=1C=C(C(=CC1)C1=CC=C(C=C1)C1=NC(=NC(=N1)C1=CC=CC=C1)C1=CC=CC=C1)C1=CC=C(C=C1)C1=NC(=NC(=N1)C1=CC=CC=C1)C1=CC=CC=C1)(C)C